N-(4-((1R,4R)-2,5-diazabicyclo[2.2.1]heptan-2-yl)-2-chlorophenyl)-4-(4-(methylsulfonyl)thiophen-2-yl)-5-(trifluoromethyl)pyrimidin-2-amine [C@H]12N(C[C@H](NC1)C2)C2=CC(=C(C=C2)NC2=NC=C(C(=N2)C=2SC=C(C2)S(=O)(=O)C)C(F)(F)F)Cl